amino-2-fluoro-9H-purin NN1C2=NC(=NC=C2N=C1)F